1H-imidazo[4,5-c]pyridin-2-one N1C(NC=2C=NC=CC21)=O